Cl.N1(CC1)CCOC1=CC=C(C=C1)C(=C(CCCO)C1=CC=CC=C1)C1=CC=C(C=C1)Br 5-(4-(2-(aziridin-1-yl)ethoxy)phenyl)-5-(4-bromophenyl)-4-phenylpent-4-en-1-ol hydrochloride